4-(4-maleimidophenoxy)phenylpropane C1(C=CC(N1C1=CC=C(OC2=CC=C(C=C2)CCC)C=C1)=O)=O